4-chloro-N-methyl-pyridin-2-amine ClC1=CC(=NC=C1)NC